bis(5-iodo-2-methoxyphenyl) carbonate C(OC1=C(C=CC(=C1)I)OC)(OC1=C(C=CC(=C1)I)OC)=O